rac-(1R,3S,4S)-3,4-diamino-1-(3-(trifluoromethyl)phenyl)cyclohexanol dihydrochloride Cl.Cl.N[C@H]1C[C@@](CC[C@@H]1N)(O)C1=CC(=CC=C1)C(F)(F)F |r|